Bis(2-ethylhexyl)-1,4-cyclohexandicarboxylat C(C)C(COC(=O)C1CCC(CC1)C(=O)OCC(CCCC)CC)CCCC